2-chloro-4-diethylamino-6-isopropylamino-1,3,5-triazine ClC1=NC(=NC(=N1)N(CC)CC)NC(C)C